Monoacetyl-Cytidine C(C)(=O)NC1=NC(N([C@H]2[C@H](O)[C@H](O)[C@@H](CO)O2)C=C1)=O